N(=[N+]=[N-])[C@H]1CCC=2C=3C1=C1C(=NC3C=C(C2C)F)C2=CC3=C(C(N2C1)=O)COC([C@]3(O)CC)=O (1S,9S)-1-azido-9-ethyl-5-fluoro-9-hydroxy-4-methyl-1,2,3,9,12,15-hexahydro-10H,13H-benzo[de]pyrano[3',4':6,7]indolizino[1,2-b]quinoline-10,13-dione